[Si](C)(C)(C(C)(C)C)O[C@@H]1[C@H](CCCC1)N1CC(=CC2=CC=CC=C12)Cl N-((1S,2S)-2-((tert-butyldimethylsilyl)oxy)cyclohexyl)-3-chloroquinolin